COCCOC1=C(C=C(C=C1)NC=1N=CC2=C(N1)CN(CC2)C2=C(C1=C(OCCN1)N=C2)C)CO [2-(2-methoxyethoxy)-5-[(7-{8-methyl-1H,2H,3H-pyrido[2,3-b][1,4]oxazin-7-yl}-5H,6H,7H,8H-pyrido[3,4-d]pyrimidin-2-yl)amino]phenyl]methanol